C(C)(C)(C)OC(=O)N1C[C@@H]2CCC(C[C@@H]2C[C@H]1C(=O)O)(CCC1=NN=NN1)F (3S,4aS,8aR)-2-[(tert-butoxy)carbonyl]-6-fluoro-6-[2-(1H-1,2,3,4-tetrazol-5-yl)ethyl]-decahydroisoquinoline-3-carboxylic acid